1-benzoyl-4-methyl-5,6-dihydro-4H-pyridazine C(C1=CC=CC=C1)(=O)N1N=CC(CC1)C